methyl (2S)-2-[(tert-butoxycarbonyl)amino]-3-cyclopropylpropanoate C(C)(C)(C)OC(=O)N[C@H](C(=O)OC)CC1CC1